FC1=C(C=CC=C1)C1=CC(=CN1)C=O 5-(2-Fluorophenyl)-1H-pyrrole-3-carbaldehyde